5-chloro-2,4-difluoro-N-(pyridazin-3-yl)benzenesulfonamide methyl-2-(2-(2-(4-(((2-methoxyethoxy)carbonyl)amino)piperidin-1-yl)thiazole-4-carboxamido)acrylamido)acrylate COC(C(=C)NC(C(=C)NC(=O)C=1N=C(SC1)N1CCC(CC1)NC(=O)OCCOC)=O)=O.ClC=1C(=CC(=C(C1)S(=O)(=O)NC=1N=NC=CC1)F)F